tert-butyl 2-[4-[4-(3-fluoro-2,6-dioxo-3-piperidyl)phenyl]-1-piperidyl]acetate FC1(C(NC(CC1)=O)=O)C1=CC=C(C=C1)C1CCN(CC1)CC(=O)OC(C)(C)C